S(=O)(=O)(C1=CC=C(C)C=C1)OCC(C)(COS(=O)(=O)C1=CC=C(C)C=C1)C neopentyl glycol ditosylate